CC=1C=C(C=CC1N)C1(C2=CC=CC=C2C=2C=CC=CC12)C1=CC(=C(C=C1)N)C 9,9-bis(3-methyl-4-aminophenyl)fluorene